1-(2-fluoro-4-{2-[(2H3)methyloxy]ethoxy}phenyl)piperazine FC1=C(C=CC(=C1)OCCOC([2H])([2H])[2H])N1CCNCC1